2-((3-methyl-1-(8-methyl-8-azabicyclo[3.2.1]octan-3-yl)-1H-pyrazol-4-yl)amino)-4-((3-(3-methyl-2-oxotetrahydropyrimidin-1(2H)-yl)propyl)amino)pyrimidine-5-carbonitrile CC1=NN(C=C1NC1=NC=C(C(=N1)NCCCN1C(N(CCC1)C)=O)C#N)C1CC2CCC(C1)N2C